O1CCN(CC1)C1=C2C(=NC(=C1)N1N=C(C=C1)C=1C=C(C=CC1)C)C=C(O2)C(C)=O 1-(7-morpholino-5-(3-(m-tolyl)-1H-pyrazol-1-yl)furo[3,2-b]pyridine-2-yl)ethan-1-one